7-chloro-2-(3,4-dimethoxyphenyl)-3,5,8-trihydroxy-6-methoxy-4H-chromen-4-one ClC1=C(C(=C2C(C(=C(OC2=C1O)C1=CC(=C(C=C1)OC)OC)O)=O)O)OC